C(CCCCCCC)(=O)OCCCN(CCCCCCCCCCCC)CC(=O)N1CCN(CC1)C(CN(CCCCCCCCC)CCN(CCCCCCCCC)CCCCCCCCC)=O 3-((2-(4-(N-(2-(dinonylamino)ethyl)-N-nonylglycyl)piperazin-1-yl)-2-oxoethyl)(dodecyl)amino)propyl octanoate